CC(C[Al](CC(C(CC)(C)C)C)CC(C(CC)(C)C)C)C(CC)(C)C tris(2,3,3-trimethylpentyl)aluminum